C(C)N(C1=NC(=CC(=N1)N1CCN(CC1)CC[C@H]1[C@@H](C[C@H]2[C@@H]3CCC4=CCC=C[C@]4(C)[C@H]3CC[C@]12C)C)N(CC)CC)CC 21-[4-[2,6-bis(diethylamino)-4-pyrimidinyl]-1-piperazinyl]-16alpha-methylpregna-1,4-diene